3-methyl-N-(1-methylcyclopropyl)-1-[(1-methylpyrazol-3-yl)methyl]-2-oxo-benzimidazole-5-sulfonamide CN1C(N(C2=C1C=C(C=C2)S(=O)(=O)NC2(CC2)C)CC2=NN(C=C2)C)=O